ClC1(CC1)C(CN1NC(NC1)=S)(CC1=C(C=CC=C1)Cl)O 2-[2-(1-chloro-cyclopropyl)-3-(2-chloro-phenyl)-2-hydroxypropyl]-2,4-dihydro-1,2,4-triazole-5-thione